1-(2,6-dimethylpyridin-3-yl)benzene-1,2-diamine CC1=NC(=CC=C1C1(C(C=CC=C1)N)N)C